BrC1=CC=CC(=N1)NC(=O)C12N(CC(C1)C2)C(=O)OC(C)(C)C tert-butyl 1-((6-bromopyridin-2-yl) carbamoyl)-2-azabicyclo[2.1.1]hexane-2-carboxylate